2-(5-fluoro-2-nitrophenyl)acetic acid FC=1C=CC(=C(C1)CC(=O)O)[N+](=O)[O-]